C(=O)(O)[C@H](CCCCNC(CCNC(=O)C=1C=NC(=CC1)[18F])=O)NC(=O)N[C@H](C(=O)O)CC(=O)O (2S)-2-({[(1S)-1-carboxy-5-(3-{[6-[18F]fluoropyridin-3-yl]formamido}propanamido)pentyl]carbamoyl}amino)butanedioic acid